FC(C(/C=C/COC(C1=C(C=CC=C1[N+](=O)[O-])C)=O)=O)(C1=CC=CC=C1)F (E)-5,5-difluoro-4-oxo-5-phenylpent-2-en-1-yl-2-methyl-6-nitrobenzoate